tert-butyl-4-(3-methoxy-3-oxopropoxy)piperidine C(C)(C)(C)N1CCC(CC1)OCCC(=O)OC